C(C)C(C(=O)[O-])CCCC.C(CCCCCCCCCCC)N1C=[N+](C=C1)CCCCCCCCCCCC 1,3-didodecylimidazolium 2-ethylhexanoate